BrC=1C=C2C=CN(C(C2=C(C1)S(=O)C)=O)C1CCN(CC1)C(=O)OC(C)(C)C tert-butyl 4-(6-bromo-8-(methylsulfinyl)-1-oxoisoquinolin-2(1H)-yl)piperidine-1-carboxylate